COC1=CC2=C(N(C(O2)=O)CCNC(\C=C\C=2OC(=CC2)C)=O)C=C1 (E)-N-(2-(6-methoxy-2-oxo-2,3-dihydro-1,3-benzoxazol-3-yl)ethyl)-3-(5-methyl-2-furyl)acrylamide